FC=1C=C2C(=NC1)NC=C2N2N=C(C=CC2=O)NCC(=O)O (1-(5-fluoro-1H-pyrrolo[2,3-b]pyridin-3-yl)-6-oxo-1,6-dihydropyridazin-3-yl)glycine